tert-butyl (1S,2R,3R,5R)-2-fluoro-3-((3-(6-methoxy-2-methyl-4-oxo-4H-chromen-7-yl)-1,2,4-triazin-6-yl)(methyl)amino)-8-azabicyclo[3.2.1]octane-8-carboxylate F[C@H]1[C@@H]2CC[C@H](C[C@H]1N(C)C1=CN=C(N=N1)C1=C(C=C3C(C=C(OC3=C1)C)=O)OC)N2C(=O)OC(C)(C)C